The molecule is a dihydroxyanthraquinone that is chrysazin which is substituted by a 3-hydroxybutanoyl group at position 2 and by a 2-methoxy-2-oxoethyl at position 3. It is a dihydroxyanthraquinone, a polyketide, a polyphenol, a methyl ester and a beta-hydroxy ketone. CC(CC(=O)C1=C(C2=C(C=C1CC(=O)OC)C(=O)C3=C(C2=O)C(=CC=C3)O)O)O